6-methoxy-N-(4-methoxycyclohexyl)-2-(thiazol-5-yl)pyrimidine-4-carboxamide COC1=CC(=NC(=N1)C1=CN=CS1)C(=O)NC1CCC(CC1)OC